CC(C(C(=O)NC(C)C1=CC=C(C=C1)C)NC(OC(C)C)=O)C 1-isopropyl {2-methyl-1-[[[1-(4-methylphenyl)-ethyl]-amino]-carbonyl]-prop-yl}carbamate